tert-butyl 2-{4-[5-chloro-2-(1H-imidazol-1-yl) phenyl]-5-methoxy-2-oxopyridin-1(2H)-yl}-4-methoxybutyrate ClC=1C=CC(=C(C1)C1=CC(N(C=C1OC)C(C(=O)OC(C)(C)C)CCOC)=O)N1C=NC=C1